C(C1=CC=CC=C1)S(=O)C1=NC=C(C=C1)[N+](=O)[O-] 2-(benzylsulfinyl)-5-nitropyridine